methyl (S)-4-((4-(hexylcarbamoyl)-3-octyl-2-oxoimidazolidin-1-yl)methyl)benzoate C(CCCCC)NC(=O)[C@H]1N(C(N(C1)CC1=CC=C(C(=O)OC)C=C1)=O)CCCCCCCC